CC=1N2C=3SC=4C[C@H](CC4C3[C@H](NCC2=NN1)C1=C(C=CC=C1)C)C(=O)N1CCOCC1 (9R,13S)-3-Methyl-9-(2-methylphenyl)-13-(morpholine-4-carbonyl)-16-thia-2,4,5,8-tetraazatetracyclo[8.6.0.02,6.011,15]hexadeca-1(10),3,5,11(15)-tetraene